ClC1=CC=C(CC=2C=CC(=NC2)C=2C(=NN(C(C2)=O)C)C(=O)N)C=C1 (5-(4-chlorobenzyl)pyridin-2-yl)-1-methyl-6-oxo-1,6-dihydropyridazine-3-carboxamide